1H-pyrazole-4-carboxamidine N1N=CC(=C1)C(=N)N